COC1=C(CN2NCC=3C2=NC(=CC3CO)N3[C@@H](COCC3)C)C=CC(=C1)OC (R)-(1-(2,4-dimethoxybenzyl)-6-(3-methylmorpholino)-2H-pyrazolo[3,4-b]pyridin-4-yl)methanol